bis(2-hydroxy-methyl-4-methyl-phenyl)-2-hydroxyphenylmethane OC1=C(C=CC(=C1C)C)C(C1=C(C=CC=C1)O)C1=C(C(=C(C=C1)C)C)O